COC1=CC=C2NC=C(CCNCC=C)C2=C1 5-methoxy-N-allyltryptamine